CC(=O)N[C@@H]1[C@H]([C@@H]([C@H](O[C@H]1O)CO[C@H]2[C@@H]([C@H]([C@@H]([C@H](O2)CO)O[C@H]3[C@@H]([C@H]([C@H]([C@H](O3)CO)O)O[C@H]4[C@@H]([C@H]([C@@H]([C@H](O4)CO[C@H]5[C@@H]([C@H]([C@@H]([C@H](O5)CO)O[C@H]6[C@@H]([C@H]([C@H]([C@H](O6)CO)O)O)O)O)O)O[C@H]7[C@@H]([C@H]([C@H]([C@H](O7)CO)O)O)O)O)NC(=O)C)O)O)O)O[C@H]8[C@@H]([C@H]([C@H]([C@H](O8)CO)O)O)O)O The molecule is a branched amino octasaccharide comprising two beta-D-galactosyl-(1->4)-[beta-D-galactosyl-(1->4)-beta-D-glucosyl-(1->6)]-N-acetyl-beta-D-glucosamine tetrasaccharide units connected via a (1->3) linkage. It is a glucosamine oligosaccharide and an amino octasaccharide.